FC=1C(=C(C=C(C1)F)NC(=O)C1=NON=C1C)NCC=1C=NC=CC1 N-(3,5-difluoro-2-((pyridin-3-ylmethyl)amino)phenyl)-4-methyl-1,2,5-oxadiazole-3-carboxamide